N-(1-(3,4-dichlorophenyl)-2-(dimethylamino)ethyl)-[1,1'-biphenyl]-3-sulfonamide ClC=1C=C(C=CC1Cl)C(CN(C)C)NS(=O)(=O)C=1C=C(C=CC1)C1=CC=CC=C1